3-[3,3-dimethyl-1-oxaspiro[4.5]dec-7-en-8-yl]-1-methyl-1H-pyrazole-4-carbaldehyde CC1(COC2(C1)CC=C(CC2)C2=NN(C=C2C=O)C)C